[Pb](Cl)Cl.[Cs] cesium-lead chloride